C1(=CC=CC=C1)N(C=1C=CC=2NC3=CC=CC=C3C2C1)C1=CC=CC=C1 N,N-diphenyl-9H-carbazol-3-amine